ethyl 3-[2-[6-oxo-5-(trifluoromethyl)-1-(2-trimethylsilylethoxymethyl)pyridazin-3-yl]phenyl]propanoate O=C1C(=CC(=NN1COCC[Si](C)(C)C)C1=C(C=CC=C1)CCC(=O)OCC)C(F)(F)F